allyl (2R)-2-[2-[2-bromo-4-fluoro-5-[3-methyl-2,6-dioxo-4-(trifluoromethyl)pyrimidin-1-yl]phenoxy]phenoxy]-2-methoxy-acetate BrC1=C(OC2=C(O[C@H](C(=O)OCC=C)OC)C=CC=C2)C=C(C(=C1)F)N1C(N(C(=CC1=O)C(F)(F)F)C)=O